Cl.COCC1=CC2=C(N=CN=C2N([C@H]2C[C@H](CC2)NCC2=CC=C(C=C2)C=2C=NC=C(C2)OC)C)S1 (1R,3S)-N1-[6-(methoxymethyl)thieno[2,3-d]pyrimidin-4-yl]-N3-{[4-(5-methoxypyridin-3-yl)phenyl]methyl}-N1-methylcyclopentane-1,3-diamine hydrochloride